2-(4-cyclopropyloxybenzyl)-7-fluoro-4-(1-methylpiperidin-4-yl)-1,2,4,5-tetrahydro-3H-benzo[e][1,3]diazepine C1(CC1)OC1=CC=C(CN2CN(CC3=C(C2)C=CC(=C3)F)C3CCN(CC3)C)C=C1